3-(4-pyridyl)-1H-indol N1=CC=C(C=C1)C1=CNC2=CC=CC=C12